2,4,6-trimethylbenzoyldiphenylphosphIn oxide CC1=C(C(=O)P(C2=CC=CC=C2)(C2=CC=CC=C2)=O)C(=CC(=C1)C)C